6-fluoro-7-(2-fluoro-6-methoxyphenyl)-4-hydroxy-1-(((S)-1-methylpyrrolidin-2-yl)methyl)-2-oxo-1,2-dihydro-1,8-naphthyridine-3-carbonitrile FC=1C=C2C(=C(C(N(C2=NC1C1=C(C=CC=C1OC)F)C[C@H]1N(CCC1)C)=O)C#N)O